CC(C)(C)S(=O)N=C(C)C1=CC(=CC=2C=3N(C(=NC12)N1CCCCC1)N=C(N3)C=3N=CSC3)C 2-methyl-N-(1-(9-methyl-5-(piperidin-1-yl)-2-(thiazol-4-yl)-[1,2,4]triazolo[1,5-c]quinazolin-7-yl)ethylidene)propane-2-sulfinamide